3-[(3-benzyl-1,2,4-oxa-diazol-5-yl)methyl]-1-(3-methoxyphenyl)urea C(C1=CC=CC=C1)C1=NOC(=N1)CNC(NC1=CC(=CC=C1)OC)=O